4-((2-(dimethylamino)ethyl)sulfonyl)-2-(3,7-dimethylocta-2,6-dien-1-yl)-5-pentylbenzene-1,3-diol CN(CCS(=O)(=O)C1=C(C(=C(C=C1CCCCC)O)CC=C(CCC=C(C)C)C)O)C